N-(t-butyloxycarbonyl)-S-methylthio-L-cysteine methyl ester COC([C@@H](NC(=O)OC(C)(C)C)CSSC)=O